N-(2-(4-(2-aminopropan-2-yl)-6-(3,4-difluorophenyl)pyridin-2-yl)-3,3,3-trifluoro-2-hydroxypropyl)-1'-methyl-1'H-[1,3'-bipyrazole]-5'-carboxamide NC(C)(C)C1=CC(=NC(=C1)C1=CC(=C(C=C1)F)F)C(CNC(=O)C1=CC(=NN1C)N1N=CC=C1)(C(F)(F)F)O